(2R)-5-amino-1-(2-(6-(cyclopropylmethyl)-6H-thieno[2,3-b]pyrrol-5-yl)-7-methoxy-1-methyl-1H-benzo[d]imidazole-5-carbonyl)piperidine-2-carboxylic acid hydrochloride Cl.NC1CC[C@@H](N(C1)C(=O)C1=CC2=C(N(C(=N2)C2=CC3=C(N2CC2CC2)SC=C3)C)C(=C1)OC)C(=O)O